ClC=1C=C(C=CC1C(NCCNC(CN(C)C)=O)=O)NC(=O)C=1N(C(=CN1)C1=C(C(=C(C=C1)OC)F)F)C N-[3-Chloro-4-[2-[[2-(dimethylamino)acetyl]amino]ethylcarbamoyl]phenyl]-5-(2,3-difluoro-4-methoxyphenyl)-1-methylimidazol-2-carboxamid